dicyclohexyl-(2',4',6'-triisopropyl-3,6-dimethoxy-[1,1'-biphenyl]-2-yl)phosphine methyl-7-nitro-2,3-dihydrobenzo[b][1,4]dioxine-5-carboxylate COC(=O)C1=CC(=CC=2OCCOC21)[N+](=O)[O-].C2(CCCCC2)P(C2=C(C(=CC=C2OC)OC)C2=C(C=C(C=C2C(C)C)C(C)C)C(C)C)C2CCCCC2